CC1=C(C(=C(C1([Hf]C=1CC=2C=CC3=C(C2C1C)C=CC=C3)C)C)C)C pentamethylcyclopentadienyl-(1-methyl-benz[e]indenyl)hafnium